2-fluoro-5-methyl-4-(1-methylbenzotriazol-5-yl)oxy-aniline FC1=C(N)C=C(C(=C1)OC1=CC2=C(N(N=N2)C)C=C1)C